C=1N=CN2C1C1=CC=CC=C1[C@H]2[C@@H]2[C@H](C1=CC=CC=C1C2)O (1R,2R)-2-((R)-5H-imidazo[5,1-a]isoindol-5-yl)-2,3-dihydro-1H-inden-1-ol